2-(Azetidin-1-yl)-4-[4-(2-hydroxyethoxy)phenyl]-6-(oxetan-3-ylmethylsulfanyl)-pyridine-3,5-dicarbonitrile N1(CCC1)C1=NC(=C(C(=C1C#N)C1=CC=C(C=C1)OCCO)C#N)SCC1COC1